OCC(C)(CO)N(C(=O)C=1C2=C(N(N1)C1=CSC=C1)C=1C=C(C=CC1OC2OC)C2=NN(C=C2)C)C Methoxy-8-(1-methyl-1H-pyrazol-3-yl)-1-thiophen-3-yl-1,4-dihydro-chromeno[4,3-c]pyrazole-3-carboxylic acid (2-hydroxy-1-hydroxymethyl-1-methyl-ethyl)-methyl-amide